N[C@H]1CS(C2=C(N(C1=O)CC1=CC=C(C=C1)Cl)C=C(C(=C2)F)C=2OC(=NN2)N2CC(C(CC2)(F)F)N)(=O)=O (3R)-3-amino-7-[5-(3-amino-4,4-difluoro-1-piperidyl)-1,3,4-oxadiazol-2-yl]-5-[(4-chlorophenyl)methyl]-8-fluoro-1,1-dioxo-2,3-dihydro-1lambda6,5-benzothiazepin-4-one